C(C)OC(=O)C=1N=C2N(C3=CC=CC=C3C(C2=O)=O)C1 4,5-dioxo-4,5-dihydroimidazo[1,2-a]quinoline-2-carboxylic acid ethyl ester